(S)-2-amino-4-((6-chloro-4-(cyclopropylethynyl)-2-oxo-4-(trifluoromethyl)-1,4-dihydro-2H-benzo[d][1,3]oxazin-7-yl)methyl)nicotinonitrile NC1=C(C#N)C(=CC=N1)CC=1C(=CC2=C(NC(O[C@@]2(C(F)(F)F)C#CC2CC2)=O)C1)Cl